3-bromo-5-(3-(trifluoromethyl)phenylsulfonyl)-6a,7,9,10-tetrahydro-5H-pyrazino[1,2-a]Pyrido[3,2-e]Pyrazine-8(6H)-Carboxylic acid benzyl ester C(C1=CC=CC=C1)OC(=O)N1CC2N(C3=C(N(C2)S(=O)(=O)C2=CC(=CC=C2)C(F)(F)F)C=C(C=N3)Br)CC1